N1(CCNCC1)C1=NC(=NC(=C1)NC1=CC2=C(C=N1)C=NN2C(C)C)N2CC(CC2)O 1-[4-(piperazin-1-yl)-6-{[1-(propan-2-yl)-1H-pyrazolo[4,3-c]pyridin-6-yl]amino}pyrimidin-2-yl]pyrrolidin-3-ol